1-[(2S,4R)-2-[4-(6-bromo-3,4-dihydro-1H-isoquinoline-2-carbonyl)-1H-imidazol-2-yl]-4-hydroxypyrrolidin-1-yl]-2-(3-methoxyisoxazol-5-yl)-3-methylbutan-1-one BrC=1C=C2CCN(CC2=CC1)C(=O)C=1N=C(NC1)[C@H]1N(C[C@@H](C1)O)C(C(C(C)C)C1=CC(=NO1)OC)=O